8-Bromo-1,N2-ethenoguanosine BrC=1N([C@H]2[C@H](O)[C@H](O)[C@@H](CO)O2)C=2N=C3N(C(C2N1)=O)C=CN3